OC(CC(=O)OC(C)(C)C)C tert-butyl β-hydroxybutyrate